O=C1N(C(C=C1)=O)CCC(NCCOCCOCCOCCOCCC(=O)N[C@@H](C(C)C)C(=O)N[C@@H](C)C(=O)O)=O N-[19-(2,5-Dioxo-2,5-dihydro-1H-pyrrol-1-yl)-17-oxo-4,7,10,13-tetraoxa-16-azanonadecane-1-oyl]-L-valyl-L-alanine